Cl.N1(CCCC1)C1=CC=C(C=C1)N1CCCC1 (4-(pyrrolidin-1-yl)phenyl)pyrrolidine hydrochloride